N[C@H](C(=O)O)CCCNC(=N)NC (S)-2-amino-5-(3-methylguanidino)pentanoic acid